(4,4'-di-tert-butyl-2,2'-bipyridine) iridium [Ir].C(C)(C)(C)C1=CC(=NC=C1)C1=NC=CC(=C1)C(C)(C)C